CN1C(=NC=C1)C1=NN2C(C(=N1)N)=C(C(=C2)C2=CC=CC=C2)C2=CC=CC=C2 (1-methyl-1H-imidazol-2-yl)-5,6-diphenylpyrrolo[2,1-f][1,2,4]triazin-4-amine